Cl.CC1(CCN(CC1)C(C)C1=C2C=CN(C2=CC=C1)C=1C=C2C=CC=NC2=CC1)O 4-methyl-1-(1-(1-(quinolin-6-yl)-1h-indol-4-yl)ethyl)piperidin-4-ol hydrochloride